Boc-aminocyclobutylamine C(=O)(OC(C)(C)C)N(C1CCC1)N